(4-Cyclopropylpyridin-2-yl)-N-(1-Methylindazol-7-yl)Pyrazole-4-Sulfonamide C1(CC1)C1=CC(=NC=C1)C1=NNC=C1S(=O)(=O)NC=1C=CC=C2C=NN(C12)C